O=C1NC(CCC1N1CC2=CC=C(C=C2C1=O)CNC(OC1CN(C1)C(N(C)C)=O)=O)=O 1-(dimethylcarbamoyl)azetidin-3-yl ((2-(2,6-dioxopiperidin-3-yl)-3-oxoisoindolin-5-yl)methyl)carbamate